triethoxy(dimethylamino)silane C(C)O[Si](N(C)C)(OCC)OCC